C12CC(CC2C1)OC1=C(C=C(C=C1C)NC(=O)C=1N=C(OC1CC(F)(F)F)N1CC(C1)(C)COC)F N-(4-(cis-bicyclo[3.1.0]hexan-3-yloxy)-3-fluoro-5-methylphenyl)-2-(3-(methoxymethyl)-3-methylazetidin-1-yl)-5-(2,2,2-trifluoroethyl)oxazole-4-carboxamide